1-(4-((tert-butyldimethylsilyl)oxy)butyl)-2-ethyl-1H-imidazo[4,5-c]Quinoline [Si](C)(C)(C(C)(C)C)OCCCCN1C(=NC=2C=NC=3C=CC=CC3C21)CC